C(#C)C=1C(=CC=C2C=C(N=C(C12)C1=C(C=2N=C(N=C(C2C=N1)N1CC2CCC(C1)O2)OC[C@]21CCCN1C[C@@H](C2)F)F)N)F 8-ethynyl-7-fluoro-1-[8-fluoro-2-{[(2R,7aS)-2-fluorotetrahydro-1H-pyrrolizin-7a(5H)-yl]methoxy}-4-(8-oxa-3-azabicyclo[3.2.1]octan-3-yl)pyrido[4,3-d]pyrimidin-7-yl]isoquinolin-3-amine